C(C)(C)(C)S(=O)C=1N=C2N(N1)[C@@H](C[C@@H]2F)C2=CC=CC=C2 (5S,7S)-2-tert-butylsulfinyl-7-fluoro-5-phenyl-6,7-dihydro-5H-pyrrolo[1,2-b][1,2,4]triazole